N-(2-(7H-pyrrolo[2,3-d]pyrimidin-4-yl)-2-azaspiro[4.5]dec-8-yl)benzenesulfonamide N1=CN=C(C2=C1NC=C2)N2CC1(CC2)CCC(CC1)NS(=O)(=O)C1=CC=CC=C1